5-(4-acetoxy-1-butynyl)-2,2-bithiophene C(C)(=O)OCCC#CC1=CC=C(S1)C=1SC=CC1